C(C)(=O)OC[C@H]1O[C@H]([C@H]([C@@H]([C@@H]1CC(=O)O)CC(=O)O)CC(=O)O)OC1=CC(=CC=C1)N1C(=NC2=C(C=CC=C2C1=O)C)C (2S,3S,4R,5S,6S)-2-(acetoxymethyl)-6-(3-(2,8-dimethyl-4-oxoquinazolin-3(4H)-yl)phenoxy)tetrahydro-2H-pyran-3,4,5-triacetic acid